6-oxo-1,2,3,6-tetrahydropyridin O=C1C=CCCN1